C[C@H]1CCN(C(=C1)C1=CC=CC=C1)C(=O)OC(C)(C)C |r| tert-Butyl rac-(4S)-4-methyl-6-phenyl-3,4-dihydro-2H-pyridine-1-carboxylate